2-methyl-2-(methanesulfonyl)-N-((tetrahydro-2H-pyran-2-yl)oxy)butanamide CC(C(=O)NOC1OCCCC1)(CC)S(=O)(=O)C